6-(2-(5-methoxyhexahydrocyclopenta[c]pyrrol-2(1H)-yl)ethoxy)-4-(6-(6-((6-methoxypyridin-3-yl)methyl)-3,6-diazabicyclo[3.1.1]heptan-3-yl)pyridin-3-yl)pyrazole COC1CC2C(CN(C2)CCOC2(C=CC(=CN2)C=2C=NNC2)N2CC3N(C(C2)C3)CC=3C=NC(=CC3)OC)C1